S1C=NC2=C1C=CC(=C2)NC2=CC=NC1=CC=C(C=C21)C2=C(C=C(C(=O)N1CCCC1)C=C2)F 1-(4-(4-(benzo[d]thiazol-5-ylamino)quinolin-6-yl)-3-fluorobenzoyl)pyrrolidin